OC1(CN(C1)C1=CC=CC(=N1)CN1N=NC(=C1)C1=C2C(=NC(=C1)C=1C(=C(C#N)C=CC1)C)NC=N2)C (7-(1-((6-(3-hydroxy-3-methylazetidin-1-yl)pyridin-2-yl)methyl)-1H-1,2,3-triazol-4-yl)-3H-imidazo[4,5-b]pyridin-5-yl)-2-methylbenzonitrile